O1[PH3]OCC2OCC(O[PH3]OCC3C1CCO3)C2 octahydro-2H,10H,12H-5,8-methano-2λ5,10λ5-furo[3,2-l][1,3,6,9,11,2,10]pentoxadiphosphacyclotetradecine